2-[4-(4-chlorophenyl)-5-(pyridin-4-yl)-1H-imidazol-1-yl]-1-[(1R,4R)-5-methyl-2,5-diazabicyclo[2.2.1]hept-2-yl]ethan-1-one ClC1=CC=C(C=C1)C=1N=CN(C1C1=CC=NC=C1)CC(=O)N1[C@H]2CN([C@@H](C1)C2)C